pentan-1,5-dion C(CCCC=O)=O